N1C=NC=C1C[C@@H]1NC([C@H]2N(C1=O)CCC2)=O (3S,8aS)-3-(1H-imidazol-5-ylmethyl)-2,3,6,7,8,8a-hexahydropyrrolo[1,2-a]pyrazine-1,4-dione